6-Chloro-9-cyclopropylmethyl-8-pyridin-3-yl-9H-pyrido[3,4-b]indole ClC=1C=C2C3=C(N(C2=C(C1)C=1C=NC=CC1)CC1CC1)C=NC=C3